1-N-octacosyl-2-piperidone C(CCCCCCCCCCCCCCCCCCCCCCCCCCC)N1C(CCCC1)=O